2-(4-boronophenyl)-5-(4-carboxyphenyl)-2H-tetrazole B(O)(O)C1=CC=C(C=C1)N1N=C(N=N1)C1=CC=C(C=C1)C(=O)O